C(C)(C)(C)OC(=O)N1C2CCC(C1CNC1=C(NC=C1)C(=O)OCC)CC2 3-((2-(ethoxycarbonyl)-1H-pyrrol-3-yl)amino)methyl-2-azabicyclo[2.2.2]octane-2-carboxylic acid tert-butyl ester